(R)-N-(1-(3-(difluoromethyl)-2-fluorophenyl)ethyl)-7-methoxy-6-(1-methylpiperidin-4-yl)pyrido[2,3-d]pyrimidin-4-amine FC(C=1C(=C(C=CC1)[C@@H](C)NC=1C2=C(N=CN1)N=C(C(=C2)C2CCN(CC2)C)OC)F)F